N-[2-(4-formyl-1-piperidinyl)-5-(1-hydroxy-1-methyl-ethyl)-1,3-benzothiazol-6-yl]-6-(trifluoromethyl)pyridine-2-carboxamide C(=O)C1CCN(CC1)C=1SC2=C(N1)C=C(C(=C2)NC(=O)C2=NC(=CC=C2)C(F)(F)F)C(C)(C)O